4-(4-bromo-3-bromomethyl-phenoxy)benzonitrile BrC1=C(C=C(OC2=CC=C(C#N)C=C2)C=C1)CBr